bismuth germanium silicate [Si]([O-])([O-])([O-])[O-].[Ge+2].[Bi+3]